C(C=C)C1=NN(C(C2=CC(=CC=C12)Br)=O)CC(=O)OC methyl 2-(4-allyl-7-bromo-1-oxophthalazin-2(1H)-yl)acetate